(S)-2-amino-3-(5-chloro-2-methyl-1H-indol-3-yl)propanoic acid N[C@H](C(=O)O)CC1=C(NC2=CC=C(C=C12)Cl)C